COC(C)(C)C1CC=C(CC1)C 4-(1-methoxy-1-methylethyl)-1-methyl-cyclohexene